FC1=C(C=NN1C)C1=CC(=C(C=C1)S(=O)(=O)N1CCN(C2=CC=CC(=C12)C)C)C 4-[4-(5-fluoro-1-methyl-1H-pyrazol-4-yl)-2-methylbenzenesulfonyl]-1,5-dimethyl-1,2,3,4-tetrahydroquinoxaline